N[C@H](C(=O)O)CCC(C)(C)C (2S)-2-amino-5,5-dimethyl-hexanoic acid